C(CCCCCCCCCCCCCCCCCCC)(=O)NCC(=O)O N-arachidoyl-glycine